8-((4-fluorophenyl)sulfonyl)-N,N-dimethyl-1-oxa-8-azaspiro[4.5]decan-3-amine FC1=CC=C(C=C1)S(=O)(=O)N1CCC2(CC(CO2)N(C)C)CC1